[Na+].O=C(C(=S)[O-])CCC α-keto-γ-methylthiobutyric acid sodium salt